(S)-1-(3,3-difluoro-1-(deuteromethyl)piperidin-4-yl)-8-(6-methoxypyridin-3-yl)-3-methyl-1,3-dihydro-2H-imidazo[4,5-c]quinolin-2-one FC1(CN(CC[C@@H]1N1C(N(C=2C=NC=3C=CC(=CC3C21)C=2C=NC(=CC2)OC)C)=O)C[2H])F